(3R)-4-(4-bromo-2-fluoro-5-methylbenzoyl)-3-(hydroxymethyl)piperazine-1-carboxylic acid tert-butyl ester C(C)(C)(C)OC(=O)N1C[C@@H](N(CC1)C(C1=C(C=C(C(=C1)C)Br)F)=O)CO